3-fluoro-N-[3-[2-(4-fluoroanilino)-1-methyl-2-oxo-ethyl]-1-bicyclo[1.1.1]pentanyl]pyridin-1-ium-2-carboxamide FC=1C(=[NH+]C=CC1)C(=O)NC12CC(C1)(C2)C(C(=O)NC2=CC=C(C=C2)F)C